tert-butyl 4-(methoxy(methyl)-carbamoyl)piperidine-1-carboxylate CON(C(=O)C1CCN(CC1)C(=O)OC(C)(C)C)C